(2S,3S)-3-(4-chlorophenyl)-3-[1-(4-chlorophenyl)-7-fluoro-5-[(1S)-1-hydroxy-1-(oxazolidin-4-yl)propyl]-1-methoxy-3-oxo-2,3-dihydro-1H-isoindol-2-yl]-2-methylpropanoic acid ClC1=CC=C(C=C1)[C@H]([C@@H](C(=O)O)C)N1C(C2=C(C=C(C=C2C1=O)[C@@](CC)(C1NCOC1)O)F)(OC)C1=CC=C(C=C1)Cl